ClC1=C(C=CC=C1)C=1SC=CN1 2-chlorophenylthiazole